ClC=1C(=NC(=NC1)N[C@@H]1[C@H](COCC1)O)C1=CC=C2CN(C(C2=C1)=O)CC(N1CC2=CC=CC=C2CC1)=O (Trans)-6-(5-Chloro-2-{[(3R,4S)-3-hydroxyoxan-4-yl]amino}pyrimidin-4-yl)-2-[2-oxo-2-(1,2,3,4-tetrahydroisochinolin-2-yl)ethyl]-2,3-dihydro-1H-isoindol-1-on